(S)-N-(3-(2-acrylamidopyridin-4-yl)prop-2-yn-1-yl)-N-(4-fluorophenyl)-3-(6-methyl-4-(trifluoromethyl)pyridin-2-yl)-2-oxoimidazolidine-4-carboxamide C(C=C)(=O)NC1=NC=CC(=C1)C#CCN(C(=O)[C@H]1N(C(NC1)=O)C1=NC(=CC(=C1)C(F)(F)F)C)C1=CC=C(C=C1)F